2-(difluoromethoxy)-4-iodobenzaldehyde FC(OC1=C(C=O)C=CC(=C1)I)F